S1C(=CC=C1)\C=C/1\N=C(OC1=O)C1=CC=C(C=C1)C(F)(F)F (E)-4-(thiophen-2-ylmethylene)-2-(4-(trifluoromethyl)phenyl)oxazol-5(4H)-one